(R)-2-((1-(2-chloro-3-(4,4-difluoropiperidin-1-yl)-7-methylquinoxalin-5-yl)ethyl)amino)benzoic acid ClC1=NC2=CC(=CC(=C2N=C1N1CCC(CC1)(F)F)[C@@H](C)NC1=C(C(=O)O)C=CC=C1)C